B(O)(O)C=1C=C(C=C(C1)OC(F)(F)F)S(=O)(C1=CC(=CC(=C1)OC(F)(F)F)B(O)O)=NCC(=O)O 2-((Bis(3-borono-5-(trifluoromethoxy)phenyl)(oxo)-λ6-sulfanylidene)amino)acetic acid